2-(4-allylpiperidin-1-yl)-4-bromo-N-(2-(4,4-difluoro-3-vinylpiperidin-1-yl)-6-methylpyrimidin-4-yl)-1-naphthamide C(C=C)C1CCN(CC1)C1=C(C2=CC=CC=C2C(=C1)Br)C(=O)NC1=NC(=NC(=C1)C)N1CC(C(CC1)(F)F)C=C